C(C)C=1C2=C(SC1)C(=CC=C2)NC2C(CN(CC2)CC(COC)O)F 3-ethyl-7-((3-fluoro-1-(2-hydroxy-3-methoxypropyl)piperidin-4-yl)amino)benzo[b]thiophen